ClC1=C(C=CC(=C1)C(=O)N1[C@H]([C@@H](N(CC1)C1=CC(=CC=C1)Cl)C)C)C(CC(=O)OCC)=O |r| (±)-Ethyl 3-(2-chloro-4-(4-(3-chlorophenyl)-trans-2,3-dimethylpiperazine-1-carbonyl)phenyl)-3-oxopropanoate